5-bromo-6-methoxy-2-methyl-2H-benzo[d][1,2,3]triazole BrC1=CC=2C(=NN(N2)C)C=C1OC